COC=1C=CC=2N(C1)N=CC2C2CCN(CC2)C(=O)OC(C)(C)C tert-butyl 4-{6-methoxypyrazolo[1,5-a]pyridin-3-yl}piperidine-1-carboxylate